fluorot-butane FC(C)(C)C